FC1=C(NC=2C(=NC(=C(N2)OC)C=2C3=C(C=NC2)N(C=N3)C)C(=O)OC)C=CC(=C1)CN1CCOCC1 Methyl 3-[2-fluoro-4-(morpholinomethyl)anilino]-5-methoxy-6-(3-methylimidazo[4,5-c]pyridin-7-yl)pyrazine-2-carboxylate